7-chloro-5-(4-fluorophenyl)-N,N-dimethyl-1H-pyrazolo[4,3-g]quinoline-6-carboxamide ClC1=NC2=CC3=C(C=C2C(=C1C(=O)N(C)C)C1=CC=C(C=C1)F)C=NN3